Phenyl nitroacetate [N+](=O)([O-])CC(=O)OC1=CC=CC=C1